CN1CCC12CCC2 methylazaspiro[3.3]heptane